1-(phenylthio)-4-(4-((phosphonooxy)methyl)piperidin-1-yl)butan C1(=CC=CC=C1)SCCCCN1CCC(CC1)COP(=O)(O)O